N-aminoimidazolidine-2-one methyl-(1r,4r)-4-(3-chloroanilino)-2'-[(1E)-3-[(4-methoxyphenyl)methoxy]-2-(pyridin-2-yl)prop-1-en-1-yl]spiro[cyclohexane-1,1'-indene]-4-carboxylate COC(=O)C1(CCC2(C(=CC3=CC=CC=C23)\C=C(\COCC2=CC=C(C=C2)OC)/C2=NC=CC=C2)CC1)NC1=CC(=CC=C1)Cl.NN1C(NCC1)=O